8-thiazol-2-yl-[1,2,4]triazolo[5,1-f]purin-2-one S1C(=NC=C1)C=1C=2N3C(=NC2N=CN1)NC(N3)=O